CC(=C(C(=O)N)N1CCCCC1)[C@@H](C)[C@H]1CC[C@H]2[C@@H]3CCC4C[C@H](CC[C@]4(C)[C@H]3CC[C@]12C)O methylpiperidinyl-3β-hydroxycholenamide